N-[(3R,4S)-3-hydroxytetrahydropyran-4-yl]-6-[[6-(1-methylpyrazol-3-yl)-3-pyridyl]methyl]-1,3-benzodioxole-4-carboxamide O[C@H]1COCC[C@@H]1NC(=O)C1=CC(=CC=2OCOC21)CC=2C=NC(=CC2)C2=NN(C=C2)C